C(C)NC(=O)C=1N=C(OC1C1=CC=C(C=C1)O)C1=CC=C(C=C1)C(F)(F)F n-ethyl-5-(4-hydroxyphenyl)-2-(4-(trifluoromethyl)phenyl)Oxazole-4-carboxamide